9-ethyl-6-morpholino-2-(4-phenyl-1H-pyrazol-1-yl)-9H-purine-8-carboxylic acid C(C)N1C2=NC(=NC(=C2N=C1C(=O)O)N1CCOCC1)N1N=CC(=C1)C1=CC=CC=C1